N,N-dimethyl-1-((7-morpholino-5-(3-(m-tolyl)-1H-pyrazol-1-yl)pyrazolo[1,5-a]pyrimidin-2-yl)methyl)piperidin-4-amine CN(C1CCN(CC1)CC1=NN2C(N=C(C=C2N2CCOCC2)N2N=C(C=C2)C=2C=C(C=CC2)C)=C1)C